CC=1C(=CC=CC1N)N 2,6-toluendiamin